3-bromo-1,2,4-trimethyl-5-nitro-benzene BrC=1C(=C(C=C(C1C)[N+](=O)[O-])C)C